(3-(trifluoromethoxy)cyclopentyl)aminobenzyl formate C(=O)OC(C1=CC=CC=C1)NC1CC(CC1)OC(F)(F)F